N-(2-(1-(2-fluorobenzyl)piperidin-4-yl)ethyl)-3-nitrobenzamide FC1=C(CN2CCC(CC2)CCNC(C2=CC(=CC=C2)[N+](=O)[O-])=O)C=CC=C1